C(C(=O)O)(=O)O.C1N(CC12CNC2)C(=O)OCCCC butyl 2,6-diazaspiro[3.3]heptane-2-carboxylate oxalate